C(C=C)(=O)OCC(CCCCCCCCC)CCCCCCCCC 2-nonylundecyl acrylate